FC(S(=O)(=O)OC1=CC(=NC=C1OC)C(F)F)(F)F 2-(difluoromethyl)-5-methoxypyridin-4-yl trifluoromethanesulfonate